C(C)OC(=O)C1=CN(C(=C1C)C(C(=O)OCC)=O)C 5-(2-ethoxy-2-oxoacetyl)-1,4-dimethyl-1H-pyrrole-3-carboxylic acid ethyl ester